2-chloro-6-(6-(2-ethoxyphenoxy)pyridin-2-yl)pyrazine ClC1=NC(=CN=C1)C1=NC(=CC=C1)OC1=C(C=CC=C1)OCC